5-[1-(2,3-dimethylphenyl)ethyl]-1-(prop-2-en-1-sulfonyl)-1H-imidazole CC1=C(C=CC=C1C)C(C)C1=CN=CN1S(=O)(=O)CC=C